C(C)(=O)N1CCN(CC1)CC(=O)N[C@H](C(=O)N[C@H](C(=O)[C@@]1(OC1)C)CC1=CCCC1)CC1=CC=C(C=C1)OC (S)-2-(2-(4-acetylpiperazin-1-yl)acetamido)-N-((S)-3-(cyclopent-1-en-1-yl)-1-((R)-2-methyloxiran-2-yl)-1-oxopropan-2-yl)-3-(4-methoxyphenyl)propanamide